tert-butyl S-(3-(5-bromopyridin-2-yl)-4,4,4-trifluoro-3-hydroxybutyl)-N-(tert-butoxycarbonyl)-L-homocysteinate BrC=1C=CC(=NC1)C(CCSCC[C@H](NC(=O)OC(C)(C)C)C(=O)OC(C)(C)C)(C(F)(F)F)O